(S)-3-fluoro-5-(((1-(hexadecyloxy)-3-hydroxypropan-2-yl)oxy)methyl)benzonitrile FC=1C=C(C#N)C=C(C1)CO[C@H](COCCCCCCCCCCCCCCCC)CO